COC(C(S(=O)(=O)F)(F)F)=O methyl-2,2-difluoro-2-(fluorosulfonyl)acetate